C(CC)C(=C(C(=O)O)C)OC(=C(C(=O)O)C)CCC.OCC(C)(CO)C neopentyl glycol dipropyloxydimethacrylate